(S)-1-(3-methoxyphenyl)hexan-2-amine HCl Cl.COC=1C=C(C=CC1)C[C@H](CCCC)N